2,2'-[9H-fluorene-9-ylidenebis(4,1-phenyleneoxy)]bisethanol C1=CC=CC=2C3=CC=CC=C3C(C12)(C1=CC=C(C=C1)OCCO)C1=CC=C(C=C1)OCCO